1-(2-(cyclopropylamino)ethyl)-1H-benzo[d]Imidazole-6-carboxylic acid C1(CC1)NCCN1C=NC2=C1C=C(C=C2)C(=O)O